ONC1=CC(=C(C(=O)N)C=C1)[N+](=O)[O-] 4-hydroxyamino-2-nitrobenzamide